N,N-dimethyl-2-[5-(1H-1,2,4-triazol-1-ylmethyl)-1H-indol-3-yl]ethanamine CN(CCC1=CNC2=CC=C(C=C12)CN1N=CN=C1)C